IC1=CC=C(C=C1)CCCC(=O)NCCN1CC(OB(OC(C1)=O)[C@H](CC(C)C)NC([C@H](CC1=CC=CC=C1)NC(=O)C1=NC=CN=C1)=O)=O N-((S)-1-(((R)-1-(6-(2-(4-(4-iodophenyl)butanamido)ethyl)-4,8-dioxo-1,3,6,2-dioxazaborocan-2-yl)-3-methylbutyl)amino)-1-oxo-3-phenylpropan-2-yl)pyrazine-2-carboxamide